benzyl (1R,3R,6S)-7-oxabicyclo[4.1.0]heptan-3-ylcarbamate [C@H]12C[C@@H](CC[C@@H]2O1)NC(OCC1=CC=CC=C1)=O